FC1=C2CC(CC2=CC(=C1)OCCN1N=CN=C1)C=O 4-fluoro-6-[2-(1,2,4-triazol-1-yl)ethoxy]indane-2-carbaldehyde